NC1=NC2=CC(=CC=C2C(=C1NC(C(CCC)C)=O)Cl)Br N-(2-amino-7-bromo-4-chloroquinolin-3-yl)-2-methylpentanamide